(S)-5-(2-((4-((tert-butoxycarbonyl)amino)pentyl)oxy)ethoxy)benzo[c][2,6]naphthyridine-8-carboxylic acid C(C)(C)(C)OC(=O)N[C@H](CCCOCCOC1=NC2=C(C3=CN=CC=C13)C=CC(=C2)C(=O)O)C